C(C)(C)N1CC(C1)OC1=C(C=CC=C1)C1=CC(=NO1)NC=1N=CC(=NC1)C#N 5-(5-(2-(1-isopropylazetidin-3-yloxy)phenyl)isoxazol-3-ylamino)pyrazine-2-carbonitrile